N=1N=C(NC1)C1CN(CC1)C(=O)N1CC2(C1)CCC(CC2)OC2=NC(=CN=C2)C(F)(F)F [3-(4H-1,2,4-Triazol-3-yl)pyrrolidin-1-yl]-[7-[6-(trifluoromethyl)pyrazin-2-yl]oxy-2-azaspiro[3.5]nonan-2-yl]methanone